5-methyl-2-(8-methylimidazo[1,5-a]pyrazin-3-yl)thiazole CC1=CN=C(S1)C1=NC=C2N1C=CN=C2C